CC(C)(C)OC(=O)N1CCC(=O)CC1 N-Boc-4-piperidone